C(C=CCCCCCCCCCCCCCCCCC)(=O)[O-].[Zn+2].C(C=CCCCCCCCCCCCCCCCCC)(=O)[O-] zinc eicosenoate